N-(2-(4-fluoro-1H-indol-3-yl)ethyl)-N-methylprop-2-en-1-amine FC1=C2C(=CNC2=CC=C1)CCN(CC=C)C